COC=1C=C(C=CC1)[C@H]1[C@@H](C1)B(O)O TRANS-2-(3-METHOXYPHENYL)CYCLOPROPANEBORONIC ACID